diisopropoxy-di(2-ethoxybutylpropyl)silane C(C)(C)O[Si](C(CC)CC(CC)OCC)(C(CC)CC(CC)OCC)OC(C)C